3,2-dioxaphosphorinane phosphate P(=O)(O)(O)O.P1OOCCC1